C(C=C)N1N(C2=NC(=NC=C2C1=O)NC1=CC=C(C=C1)N1CCC(CC1)C=1NC2=C(N1)C=CC=C2C(=O)N)C2=NC=CC=C2 2-[1-[4-[[2-allyl-3-oxo-1-(2-pyridyl)pyrazolo[3,4-d]pyrimidin-6-yl]amino]phenyl]-4-piperidyl]-3H-benzimidazole-4-carboxamide